ClC1=NC=C(C(=C1)N)C 2-Chloro-4-amino-5-methylpyridine